amino-3'-bromo-6-(1-oxa-6-azaspiro[3.4]oct-6-yl)-6'-(thiazol-2-yl)-[2,2'-bipyridine]-4-carbonitrile NC=1C(=NC(=CC1C#N)N1CC2(CCO2)CC1)C1=NC(=CC=C1Br)C=1SC=CN1